1-methyl-3-(2-ethylhexyl)imidazolium bicarbonate C([O-])(O)=O.CN1C=[N+](C=C1)CC(CCCC)CC